5-(2-amino-[1,2,4]triazolo[1,5-a]pyridin-7-yl)-N-(2-fluoro-5-methoxybenzyl)-2-methoxy-6-methylnicotinamide NC1=NN2C(C=C(C=C2)C=2C(=NC(=C(C(=O)NCC3=C(C=CC(=C3)OC)F)C2)OC)C)=N1